[3-(4-carbamoylpyrazol-1-yl)-7-oxo-1,6-diazabicyclo[3.2.1]oct-3-en-6-yl]-sulfat C(N)(=O)C=1C=NN(C1)C=1CN2C(N(C(C1)C2)OS(=O)(=O)[O-])=O